OCC1=C(C=CC=C1)O 2-(Hydroxymethyl)phenol